CC1=CC(=CC(=C1C(=O)O)O)O The molecule is a dihydroxybenzoic acid that is 2,4-dihydroxybenzoic acid in which the hydrogen at position 6 is replaced by a methyl group. It has a role as a metabolite. It is a dihydroxybenzoic acid and a member of resorcinols. It is a conjugate acid of an o-orsellinate.